N[C@H]1CCN(C2=C(N(C1)C)C=CC=C2F)CCCO (S)-3-amino-7-fluoro-6-(3-hydroxypropyl)-1-methyl-3,4,5,6-tetrahydrobenzo[b][1,4]diazocin